COC=1C=C(OC(C(=O)OCCCOC2=C(C=C(C=C2)/C=C/C(=O)O)OC)(C)C)C=C(C1)OC (E)-3-(4-(3-((2-(3,5-dimethoxyphenoxy)-2-methylpropanoyl)oxy)propoxy)-3-methoxyphenyl)acrylic acid